S1(SC(C2=C1C=CC=C2)=O)(=O)=O 3H-benzo[c][1,2]dithiol-3-one 1,1-dioxide